t-butylmercaptomethane C(C)(C)(C)SC